COC(=O)C1N(CCN(C1)C1=C(C(N(C2=CC=C(N=C12)C#N)C)=O)F)C(C1=CC=C(C=C1)Cl)C1=CC=C(C=C1)Cl 1-(bis(4-chlorophenyl)methyl)-4-(6-cyano-3-fluoro-1-methyl-2-oxo-1,2-dihydro-1,5-naphthyridin-4-yl)piperazine-2-carboxylic acid methyl ester